N=1C=CN2C1C=CC(=C2)C=2C=CN1N=C(N=CC12)C1(CC(C1)N(C)C)N 1-(5-(imidazo[1,2-a]pyridin-6-yl)pyrrolo[2,1-f][1,2,4]triazin-2-yl)-N3,N3-dimethylcyclobutane-1,3-diamine